C1=CC(=C(C=C1C2=CC(=C(C=C2)N)Cl)Cl)N 3,3'-dichlorobiphenyl-4,4'-ylenediamine